[Br-].C(C)(C)(C)OC(=O)N(CCC[P+](C1=CC=CC=C1)(C1=CC=CC=C1)C1=CC=CC=C1)CCC1=CC=CC=C1 (3-((tert-butoxycarbonyl)(phenethyl)amino)propyl)triphenylphosphonium bromide